(S)-N-(chroman-4-yl)-4-(dimethylamino)-8-isopentylquinoline-3-carboxamide O1CC[C@@H](C2=CC=CC=C12)NC(=O)C=1C=NC2=C(C=CC=C2C1N(C)C)CCC(C)C